FC(CN(C1=CC(=CC(=C1)C#CC1(CC1)C(F)(F)F)F)C1=NC(NC2=CC=C(C=C12)F)=O)F 4-[N-(2,2-difluoroethyl)-3-fluoro-5-[2-[1-(trifluoromethyl)cyclopropyl]ethynyl]anilino]-6-fluoro-1H-quinazolin-2-one